ClC1=CC2=C(NC(=N2)C=2C(=C(C=C(C2)F)NC(C2=C(C(=C(C=C2)C#N)F)F)=O)C)C=C1 N-(3-(5-chloro-1H-benzo[d]imidazol-2-yl)-5-fluoro-2-methylphenyl)-4-cyano-2,3-difluorobenzamide